2,2'-methylene-bis-(3,4,6-trichlorophenol) C(C1=C(C(=CC(=C1Cl)Cl)Cl)O)C1=C(C(=CC(=C1Cl)Cl)Cl)O